C(C)(CC)OC1CCC(CC1)CC(CO)C 3-(4-(sec-butoxy)cyclohexyl)-2-methylpropan-1-ol